Cl.C1=NC=CC2=C(C=CC=C12)NC(C1=CC(=C(C=C1)C1CCN(CC1)C)C)=O N-(isoquinolin-5-yl)-3-methyl-4-(1-methylpiperidin-4-yl)benzamide hydrochloride